C(C)OC(=O)C1=NN(C2=CC(=CC(=C2C1=O)S(=O)(=O)C)C)C1=CC=C(C=C1)OC(F)(F)F 7-methyl-5-methylsulfonyl-4-oxo-1-[4-(trifluoromethoxy)phenyl]cinnoline-3-carboxylic acid ethyl ester